[C@H]1(CCCC2=CC=CC=C12)C(=O)N (R)-1,2,3,4-tetrahydro-1-naphthamide